6-bromo-3-methyl-1,8-naphthyridin-2(1H)-one BrC=1C=C2C=C(C(NC2=NC1)=O)C